tetramethyl-para-phenylene-diamine CN(C1=CC=C(C=C1)N(C)C)C